4-chlorobenzoyl chloride ClC1=CC=C(C(=O)Cl)C=C1